BrC=1C=CC=2N(C1)C(=CN2)CNCC2=CC=C(C=C2)OC 1-(6-bromoimidazo[1,2-a]pyridin-3-yl)-N-(4-methoxybenzyl)methylamine